5,7-difluoro-2-(4-fluorophenyl)-1H-indole FC=1C=C2C=C(NC2=C(C1)F)C1=CC=C(C=C1)F